FC(CC1(CCNCC1)CO)F [4-(2,2-difluoroethyl)-4-piperidyl]methanol